C[C@H]1CC[C@@H](N(C1)C(C(=O)NC=1C2=C(C=NC1)C=NN2C2OCCCC2)=O)C=2C=CC1=C(N=C(S1)C1CC(N(CC1)C)=O)C2 2-[(2R,5S)-5-methyl-2-[2-(1-methyl-2-oxo-4-piperidyl)-1,3-benzothiazol-5-yl]-1-piperidyl]-2-oxo-N-(1-tetrahydropyran-2-ylpyrazolo[4,3-c]pyridin-7-yl)acetamide